[2-(4-chlorophenyl)ethynyl]trimethylsilane magnesium heptadecyl-benzenesulfonate C(CCCCCCCCCCCCCCCC)OS(=O)(=O)C1=CC=CC=C1.[Mg].ClC1=CC=C(C=C1)C#C[Si](C)(C)C